1-(3-bromopropyl)pyrrolidine hydrobromide salt Br.BrCCCN1CCCC1